C(C)(C)C=1C(=CC2=C(N(C(N2)=O)C2CCC(CC2)NC2COC2)C1)C=1C=C(C=2N(C1)N=CN2)OC 6-Isopropyl-5-(8-methoxy-[1,2,4]triazolo[1,5-a]pyridin-6-yl)-1-((1R,4R)-4-(oxetan-3-ylamino)cyclohexyl)-1,3-dihydro-2H-benzo[d]imidazol-2-on